ClC1=CC(=C(O[C@H]2C[C@H](N(CC2)C=2C=CC(=NC2O[C@H]2CN(CC2)C)C=2C(=NC=CC2)OCC)CC)C=C1)C(F)(F)F |&1:6,8| 5-[rac-(2R,4R)-4-[4-chloro-2-(trifluoromethyl)phenoxy]-2-ethylpiperidin-1-yl]-2'-ethoxy-6-{[(3R)-1-methylpyrrolidin-3-yl]oxy}-2,3'-bipyridine